NC=1C=C(C(=O)O)C=CC1C1=CC=NC=C1 3-amino-4-(pyridin-4-yl)benzoic acid